2-((3-(3-((4-cyano-2-fluorobenzyl)oxy)phenyl)-3,8-diazabicyclo[3.2.1]octan-8-yl)methyl)-1-(((S)-oxetan-2-yl)methyl)-1H-benzo[d]imidazole-6-carboxylic acid C(#N)C1=CC(=C(COC=2C=C(C=CC2)N2CC3CCC(C2)N3CC3=NC2=C(N3C[C@H]3OCC3)C=C(C=C2)C(=O)O)C=C1)F